ClC=1C=C2C3=C(NC2=CC1)C(NCC3)CC(OC)OC 6-chloro-1-(2,2-dimethoxyethyl)-2,3,4,9-tetrahydro-1H-pyrido[3,4-b]indole